COC1=C(C=CC(=C1)C2C(OC3=C(O2)C=CC(=C3)[C@@H]4[C@H](C(=O)C5=C(C=C(C=C5O4)O)O)O)CO)O The molecule is a flavonolignan isolated from Silybum marianum. It has a role as a plant metabolite. It is a flavonolignan, a polyphenol, a member of guaiacols and a secondary alpha-hydroxy ketone.